CONC(=O)C1=C(SC(=C1)C)C(=O)O 3-(methoxycarbamoyl)-5-methylthiophene-2-carboxylic acid